N-stearyl-behenamide C(CCCCCCCCCCCCCCCCC)NC(CCCCCCCCCCCCCCCCCCCCC)=O